2-methyl-tetrahydrofuran CC1OCCC1